(cis)-3-[(5-cyano-1-benzenesulfonyl-1H-pyrrolo[2,3-b]pyridin-4-yl)-methyl-amino]-4-ethyl-pyrrolidine C(#N)C=1C(=C2C(=NC1)N(C=C2)S(=O)(=O)C2=CC=CC=C2)N([C@@H]2CNC[C@@H]2CC)C